C(CC(=O)O)(=O)O.C(C=C)=O 2-propen-1-one malonate